2-bromo-6,6-dimethyl-5,6-dihydro-4H-thieno[2,3-c]Pyrrol-4-one BrC1=CC2=C(C(NC2=O)(C)C)S1